5-[3-(2,4,5-trichlorophenoxy)propoxy]-1-isopropyl-biguanide ClC1=C(OCCCONC(NC(NC(C)C)=N)=N)C=C(C(=C1)Cl)Cl